3-(4-chloro-2-fluoro-5-sulfanylphenyl)-1,5-dimethyl-6-(trifluoromethyl)pyrimidine-2,4(1H,3H)-dione ClC1=CC(=C(C=C1S)N1C(N(C(=C(C1=O)C)C(F)(F)F)C)=O)F